ClC=1C=C2C(=C(NC2=CC1)C(=O)N)[N+](=O)[O-] 5-Chloro-3-nitro-1H-indole-2-carboxamide